CC1([C@@H]2C(CC[C@H]1C2)=C)C (1S,5S)-6,6-dimethyl-4-methylidenebicyclo[3.1.1]heptane